(7-azabenzotriazol-1-yl)tripyrrolidinophosphonium hexafluorophosphate F[P-](F)(F)(F)(F)F.N1(N=NC2=C1N=CC=C2)[P+](N2CCCC2)(N2CCCC2)N2CCCC2